FC1=CC=C(C=C1)C(C)C1=C(N=C(C(=N1)C(=O)NC)C)NCCN1CCCC1 6-(1-(4-fluorophenyl)ethyl)-N,3-dimethyl-5-((2-(pyrrolidin-1-yl)ethyl)amino)pyrazine-2-carboxamide